FC1=C(C=CC=C1)C=1C2=C(N=C(N1)N1CC3(CN(C3)C(=O)OC(C)(C)C)CC1)NC=C2 tert-butyl 6-(4-(2-fluorophenyl)-7H-pyrrolo[2,3-d]pyrimidin-2-yl)-2,6-diazaspiro[3.4]octane-2-carboxylate